N1(C=NC=C1)CC(CO)O 3-(1H-imidazol-1-yl)propane-1,2-diol